C(CCCCCCC)(=O)OCC(COC(CCCCCCC)=O)(COCC(COC(CCCCCCC)=O)(CO)CO)CO dipentaerythritol tricaprylate